tert-butyl 1-(4-amino-5-(1-(2-(3-(trifluoromethoxy)phenyl)acetyl)indolin-5-yl)-7H-pyrrolo[2,3-d]pyrimidin-7-yl)-3,6,9,12-tetraoxapentadecan-15-oate NC=1C2=C(N=CN1)N(C=C2C=2C=C1CCN(C1=CC2)C(CC2=CC(=CC=C2)OC(F)(F)F)=O)CCOCCOCCOCCOCCC(=O)OC(C)(C)C